5-[4-(benzofuran-5-yloxy)phenyl]-5-[2-(2-hydroxyethyl)-2,7-diazaspiro[3.5]nonan-7-yl]hexahydropyrimidine-2,4,6-trione O1C=CC2=C1C=CC(=C2)OC2=CC=C(C=C2)C2(C(NC(NC2=O)=O)=O)N2CCC1(CN(C1)CCO)CC2